N1(C=NC=C1)CCCNCC(=O)O (3-(1H-imidazol-1-yl)propyl)glycine